ClC1=CC2=C(C(=N1)OC)N=C(N2C(C)C)C 6-chloro-1-isopropyl-4-methoxy-2-methyl-1H-imidazo[4,5-c]pyridine